2-(2-(cyclopent-1,4-dien-1-yl)ethoxy)ethan-1-aminium acetate C(C)(=O)[O-].C1(=CCC=C1)CCOCC[NH3+]